(2e,3e)-4-cyclopentyl-2-(((4-methyl-5-oxo-2,5-dihydrofuran-2-yl)oxy)methylene)but-3-enoic acid methyl ester COC(\C(\C=C\C1CCCC1)=C\OC1OC(C(=C1)C)=O)=O